FC1=C(C(=CC(=C1)Br)F)[N+](=O)[O-] 1,3-difluoro-5-bromo-2-nitrobenzene